Cl.N[C@H](C(=O)O)CCC(C)C (2S)-2-amino-5-methylhexanoic acid hydrochloride